O=C1NC(CCC1NC(=O)C=1C=NC=C(C(=O)O)C1)=O 5-((2,6-dioxopiperidin-3-yl)carbamoyl)nicotinic acid